P(O)(=O)(OP(=O)(O)OP(=O)(O)O)OC[C@@H]1[C@H]([C@H]([C@@H](O1)N1C(=O)N=C(N)C(=C1)C)O)O 5-methyl-cytidine triphosphate